C(C)(C)(C)[Si](OC1(CC(C1)Br)C)(C)C tert-butyldimethyl[(cis)-3-bromo-1-methylcyclobutoxy]silane